4-butan-2-yl-3-methyl-1H-1,2,4-triazol-5(4H)-one CC(CC)N1C(=NNC1=O)C